(benzyloxy)-1-cyclopropylcyclobutan-1-ol C(C1=CC=CC=C1)OC1C(CC1)(O)C1CC1